ClC1=CC=C(C=C1)C1=C(C(=CC=2N=C(SC21)C=2C=C1C(=NN(C1=CC2)C)C2CCN(CC2)CCN(C)C)C)CC(=O)O 2-(7-(4-chlorophenyl)-2-(3-(1-(2-(dimethylamino)ethyl)piperidin-4-yl)-1-methyl-1H-indazol-5-yl)-5-methylbenzo[d]thiazol-6-yl)acetic acid